8-methoxy-3,4-dihydro-1H-benzo[b]azepine-2,5-dione COC=1C=CC2=C(NC(CCC2=O)=O)C1